3-fluoro-N-[(1R,3S)-3-{[6-methyl-2-(trifluoromethyl)quinolin-4-yl]amino}cyclohexyl]benzamide FC=1C=C(C(=O)N[C@H]2C[C@H](CCC2)NC2=CC(=NC3=CC=C(C=C23)C)C(F)(F)F)C=CC1